N-(5-chloro-4-(5,5-dimethyl-5,6-dihydro-4H-pyrrolo[1,2-b]pyrazol-3-yl)pyridin-2-yl)propanamide ClC=1C(=CC(=NC1)NC(CC)=O)C1=C2N(N=C1)CC(C2)(C)C